ClC1=CC=C(C=C1)C1=NOC(=C1C(=O)NC(C)C)[C@H](C)O (S)-3-(4-chlorophenyl)-5-(1-hydroxyethyl)-N-isopropyl-isoxazole-4-carboxamide